(4-(2-(isopropylamino)-2-oxoethyl)piperazin-1-yl)-N,6-dimethyl-7-(trifluoromethyl)thieno[3,2-b]pyridine-3-carboxamide C(C)(C)NC(CN1CCN(CC1)C1=C(C2=NC=C(C(=C2S1)C(F)(F)F)C)C(=O)NC)=O